C(C)(=O)O[C@@H]1C[C@@]2([C@@H](C[C@H]3[C@@H]4CC[C@H]([C@@H](CC[C@H](C(C)C)C)C)[C@]4(CC[C@@H]3[C@]2(CC1)C)C)NCCCN)O 3β-acetoxy-5α-hydroxy-6β-(3-aminopropylamino)campestane